ClC=1C=C(C(=O)NC2=C3C(N(C=NC3=CC=C2)C=2C=NC=CC2)=O)C=CC1O 3-chloro-4-hydroxy-N-[4-oxo-3-(pyridin-3-yl)-3,4-dihydroquinazolin-5-yl]benzamide